ClCC(CCS(=O)(=O)C)=O 1-Chloro-4-methanesulfonylbutan-2-one